methyl 5-methoxy-2-(3-methoxy-3-oxopropanamido)-4-(trifluoromethyl)benzoate COC=1C(=CC(=C(C(=O)OC)C1)NC(CC(=O)OC)=O)C(F)(F)F